methanephosphonous acid CP(O)O